CC1(C(NCC1)=O)NC(OC(C)(C)C)=O tert-Butyl N-(3-methyl-2-oxopyrrolidin-3-yl)carbamate